(R or S)-7-benzyl 5-(tert-butyl) 2-(4-cyclopropylphenyl)-3,4,5a,6,8,9-hexahydro-2H-1,2,5,7-tetraazabenzo[cd]azulene-5,7-dicarboxylate C1(CC1)C1=CC=C(C=C1)N1N=C2CCN(C[C@H]3C2=C1CCN3C(=O)OC(C)(C)C)C(=O)OCC3=CC=CC=C3 |o1:16|